3-Acetyloxy-4-bromo-1-(5-(isopropylsulfanyl)-4-(4-(trifluoromethyl)phenyl)thiazol-2-yl)-1H-pyrazole-5-carboxylic acid methyl ester COC(=O)C1=C(C(=NN1C=1SC(=C(N1)C1=CC=C(C=C1)C(F)(F)F)SC(C)C)OC(C)=O)Br